S1C=NC2=C1C=C(C=C2)N2CC1=C(N=C(N=C1)NCC(F)(F)F)C(=C2)C2=CC=C(C=C2)C2CC2 6-(benzo[d]thiazol-6-yl)-8-(4-cyclopropylphenyl)-2-((2,2,2-trifluoroethyl)amino)pyrido[4,3-d]pyrimidin